2-(difluoromethyl)-1-methyl-1H-imidazole-4-carboxylic acid methyl ester COC(=O)C=1N=C(N(C1)C)C(F)F